C(#N)C1=NC=C(C(=C1)C1=CC=2N(C=C1)N=C(C2)NC(=O)C2CC2)O[C@H]2CN(CC2)C (R)-N-(5-(2-cyano-5-((1-methylpyrrolidin-3-yl)oxy)pyridin-4-yl)pyrazolo[1,5-a]pyridin-2-yl)cyclopropanecarboxamide